FC(C(=O)O)(F)F.C(C)C1=CC2=C(CCO[C@]23C[C@@H](N(CC3)CC3CC(C3)NC(=O)C3CC(C3)(F)F)C)S1 N-[3-[[(2'S,4R)-2-ethyl-2'-methyl-spiro[6,7-dihydrothieno[3,2-c]pyran-4,4'-piperidin]-1'-yl]methyl]cyclobutyl]-3,3-difluoro-cyclobutanecarboxamide (trifluoroacetate)